OC(CCCCCCCCC)C=1C(NC2=CC=CC=C2N1)=O 3-(1-hydroxydecyl)quinoxalin-2(1H)-one